1H-imidazole 2-(1H-imidazol-1-yl)-6-(trifluoromethyl)pyrimidine-4-carboxylate N1(C=NC=C1)C1=NC(=CC(=N1)C(=O)O)C(F)(F)F.N1C=NC=C1